ClC1=CC=C(C(=N1)C1=C(C(=C(C=O)C=C1)B1OC(C(O1)(C)C)(C)C)F)NC(C)C=1C=C(C=C2C(C(=C(OC12)C(C)C)C)=O)C 4-[6-chloro-3-[1-(2-isopropyl-3,6-dimethyl-4-oxo-chromen-8-yl)ethylamino]-2-pyridyl]-3-fluoro-2-(4,4,5,5-tetramethyl-1,3,2-dioxaborolan-2-yl)benzaldehyde